FC(C(=O)[O-])(F)F.N[C@@H](CC[N+](C)(C)C)C(=O)O (S)-3-amino-3-carboxy-N,N,N-trimethylpropan-1-aminium 2,2,2-trifluoroacetate